heptadecenyl-amine ethyl-imidazolinium salt C(C)[NH+]1C=NCC1.C(=CCCCCCCCCCCCCCCC)N